3-(6-methyl-1-oxo-4-phenylisoindolin-2-yl)piperidine-2,6-dione CC1=CC(=C2CN(C(C2=C1)=O)C1C(NC(CC1)=O)=O)C1=CC=CC=C1